FC1=C(C(=CC=2CC[C@H](CC12)NCCC1COCC1)O)N1CC(NS1(=O)=O)=O 5-[(7R)-1-fluoro-3-hydroxy-7-{[2-(oxolan-3-yl)ethyl]amino}-5,6,7,8-tetrahydronaphthalen-2-yl]-1λ6,2,5-thiadiazolidine-1,1,3-trione